5-(3-(trifluoromethyl)benzamido)-4,5,6,7-tetrahydro-1H-pyrazolo[3,4-b]pyridine-3-carboxamide FC(C=1C=C(C(=O)NC2CC3=C(NC2)NN=C3C(=O)N)C=CC1)(F)F